1-(6-(1-(2,2-difluoroethyl)-4-(4-fluorophenyl)-1H-imidazol-5-yl)imidazo[1,2-b]pyridazin-3-yl)-2,2,2-trifluoroethanol FC(CN1C=NC(=C1C=1C=CC=2N(N1)C(=CN2)C(C(F)(F)F)O)C2=CC=C(C=C2)F)F